(R)-1-(7-(8-ethyl-7-fluoronaphthalen-1-yl)-2-((hexahydro-1H-pyrrolizin-7a-yl)methoxy)-5,6,7,8-tetrahydropyrido[3,4-d]pyrimidin-4-yl)-3-methylpiperidin-3-ol C(C)C=1C(=CC=C2C=CC=C(C12)N1CC=2N=C(N=C(C2CC1)N1C[C@@](CCC1)(O)C)OCC12CCCN2CCC1)F